OC1=CC(NC2=CC=CC=C12)=O 4-hydroxy-2(1H)quinolinone